C(CCC(=O)OC1C(N(C(CC1)(C)C)OCCCCCCCC)(C)C)(=O)OC1C(N(C(CC1)(C)C)OCCCCCCCC)(C)C bis(1-octyloxy-2,2,6,6-tetramethylpiperidinyl) succinate